2,6-difluoro-4-methylbenzoic acid FC1=C(C(=O)O)C(=CC(=C1)C)F